C1=CC=C(C=C1)[C@H](CC(=O)O)N The molecule is an optically active form of 3-amino-3-phenylpropanoic acid having S-configuration. It is an enantiomer of a (R)-3-amino-3-phenylpropanoic acid. It is a tautomer of a (S)-3-ammonio-3-phenylpropanoate.